(6S)-6-(methylamino)-N'-(tricyclo[6.2.0.03,6]deca-1,3(6),7-trien-2-ylcarbamoyl)-6,7-dihydro-5H-pyrazolo[5,1-b][1,3]oxazine-3-sulfonimidamide CN[C@H]1CN2C(OC1)=C(C=N2)S(=O)(N)=NC(NC2=C1CCC1=CC=1CCC21)=O